2-(3-{16-fluoro-7,11-dioxa-19,22,23-triazapentacyclo[16.5.2.12,6.012,17.021,24]hexacosa-1(23),2,4,6(26),12(17),13,15,18,20,24-decaen-5-yl}-3,8-diazabicyclo[3.2.1]octan-8-yl)ethan-1-ol FC1=CC=CC=2OCCCOC=3C(=CC=C(C4=NNC5=CN=C(C12)C=C45)C3)N3CC4CCC(C3)N4CCO